bis(cyclopentadienyl)zirconium(IV) hydrochloride Cl.C1(C=CC=C1)[Zr+2]C1C=CC=C1